2,6-dichloro-4-methylnicotinoyl chloride ClC1=C(C(=O)Cl)C(=CC(=N1)Cl)C